methylpent-2-enoic acid ethyl ester C(C)OC(C(=CCC)C)=O